3-(3-bromo-1-(tetrahydro-2H-pyran-2-yl)-1H-indazol-5-yl)-2-(6-methylpyridin-2-yl)imidazo-[1,2-a]pyrimidine BrC1=NN(C2=CC=C(C=C12)C1=C(N=C2N1C=CC=N2)C2=NC(=CC=C2)C)C2OCCCC2